2-bromo-4,5-dichloro-benzaldehyde BrC1=C(C=O)C=C(C(=C1)Cl)Cl